N-(2-cyanoethyl)-N,N-diethyl-amine C(#N)CCN(CC)CC